C(C)OC1=C(C=O)C=C(C=C1)F 2-ETHOXY-5-FLUOROBENZALDEHYDE